3-(2-methylphenyl)-N-(4-((5-methylpyrazolo[1,5-a]pyrimidine-7-yl)oxy)phenyl)-2,4-dioxo-1,2,3,4-tetrahydropyrimidine-5-carboxamide CC1=C(C=CC=C1)N1C(NC=C(C1=O)C(=O)NC1=CC=C(C=C1)OC1=CC(=NC=2N1N=CC2)C)=O